C(C1=CC=CC=C1)OC1=C(C=CC=C1F)C1=CC(=CC=C1C(F)F)C[C@]1(C[C@H](CC1)NS(=O)(=O)C)C=1OC=C(N1)CCl N-((1S,3R)-3-((2'-(benzyloxy)-6-(difluoromethyl)-3'-fluoro-[1,1'-biphenyl]-3-yl)methyl)-3-(4-(chloromethyl)oxazol-2-yl)cyclopentyl)methanesulfonamide